C(C)(C)(C)OC(=O)N1[C@H](CCC1=O)CCO[Si](C)(C)C(C)(C)C (R)-2-(2-((tert-Butyldimethylsilyl)oxy)ethyl)-5-oxopyrrolidin-1-carboxylic acid tert-butyl ester